NC1CCC(CC1)C1=NN=C(S1)C=1C(=CC(=NC1)N1C=CC2=C1N=CC=C2C#N)NC 1-(5-(5-((1r,4r)-4-aminocyclohexyl)-1,3,4-thiadiazol-2-yl)-4-(Methylamino)pyridin-2-yl)-1H-pyrrolo[2,3-b]pyridine-4-nitrile